C(C)(C)(C)OC(=O)N(C(OC(C)(C)C)=O)C1=NC=CC2=CC(=CC=C12)NCC=1C=NC(=CC1)OCC1CCNCC1 tert-butyl (tert-butoxycarbonyl)(6-(((6-(piperidin-4-ylmethoxy)pyridin-3-yl)methyl)amino)isoquinolin-1-yl)carbamate